(2S)-4,4-difluoro-2-(4-fluorophenyl)-N-{4-[6-methoxy-3-(pyridin-2-yl)-1H-pyrrolo[3,2-b]pyridin-2-yl]pyridin-2-yl}butanamide FC(C[C@H](C(=O)NC1=NC=CC(=C1)C1=C(C2=NC=C(C=C2N1)OC)C1=NC=CC=C1)C1=CC=C(C=C1)F)F